BrC1=CC=C(C=C1)\C(=C(/CC)\C1=CC=CC=C1)\C1=CC=C(C=C1)N1CCC(CC1)CCN1CCN(CC1)C=1C=C2CN(C(C2=CC1)=O)C1C(NC(CC1)=O)=O (E)-3-(5-(4-(2-(1-(4-(1-(4-bromophenyl)-2-phenylbut-1-en-1-yl)phenyl)piperidin-4-yl)ethyl)piperazin-1-yl)-1-oxoisoindolin-2-yl)piperidine-2,6-dione